O1CC[C@@H](C2=C1C=CC=C2)NC(=O)C2=C(C1=NC=CC(=C1S2)\C(\C)=C\C(C)C)N(C)C N-[(4S)-3,4-dihydro-2H-1-benzopyran-4-yl]-3-(dimethylamino)-7-[(2E)-4-methylpent-2-en-2-yl]thieno[3,2-b]pyridine-2-carboxamide